1-(2-amino-3-methoxyphenyl)ethan-1-one NC1=C(C=CC=C1OC)C(C)=O